ClC1=CC=C(C=C1)N1N=C(N(C1=O)CC(=O)OCC)N1N=C([C@H](C1)C1=CC=CC=C1)C1=CC=C(C=C1)Cl Ethyl 2-[1-(4-chlorophenyl)-3-[(4S)-3-(4-chlorophenyl)-4-phenyl-4,5-dihydro-1H-pyrazol-1-yl]-5-oxo-4,5-dihydro-1H-1,2,4-triazol-4-yl]acetate